CN1C(CCC1)C(=O)O methyl-pyrrolidine-2-carboxylic acid